N=1C(=CN2C1C=CC=C2)C(=O)Cl imidazo[1,2-a]pyridine-2-carbonyl chloride